3-[1-[2-(Dimethylamino)acetyl]-4-piperidyl]-1-sulfamoyl-pyrrole-2-carboxylic acid CN(CC(=O)N1CCC(CC1)C1=C(N(C=C1)S(N)(=O)=O)C(=O)O)C